butyl acrylate (4-isocyanatobutyl acrylate) N(=C=O)CCCCC(C(=O)O)=C.C(C=C)(=O)OCCCC